(R)-1-(2-chloropyridin-3-yl)ethyl (4-(5-(1-cyano-3,3-difluorocyclobutane-1-carboxamido)pyridin-2-yl)-1-methyl-1H-1,2,3-triazol-5-yl)carbamate C(#N)C1(CC(C1)(F)F)C(=O)NC=1C=CC(=NC1)C=1N=NN(C1NC(O[C@H](C)C=1C(=NC=CC1)Cl)=O)C